[C-]#N.C(CCCCCCCCC)[NH+]1CC(CC1)CCCC 1-Decyl-3-butylpyrrolidinium cyanid